C(C(C)C)OC(=O)NCC1=C(C=NN1C)C=1N=C(C(=NC1)OC1CCCCC1)C (1S,3S)-3-((5-(5-(((Isobutoxy-carbonyl)amino)methyl)-1-methyl-1H-pyrazol-4-yl)-3-methylpyrazin-2-yl)oxy)cyclohexan